1-(2,3-dihydrobenzo[b][1,4]dioxin-6-yl)ethan O1C2=C(OCC1)C=C(C=C2)CC